N1N=NC(=C1)CNC(=O)[C@H]1N2C3=C(C=CC=C3C1)CC[C@@H](C2=O)NC([C@H](C(C)C)NC(=O)C=2C=NC=CC2)=O (2S,5S)-5-{(S)-3-Methyl-2-[(pyridine-3-carbonyl)-amino]-butyrylamino}-4-oxo-1,2,4,5,6,7-hexahydro-azepino[3,2,1-hi]indole-2-carboxylic acid (1H-[1,2,3]triazol-4-ylmethyl)-amide